1,1,3-trimethyl-5-carboxyl-3-(p-carboxyphenyl)-indane CC1(CC(C2=CC(=CC=C12)C(=O)O)(C1=CC=C(C=C1)C(=O)O)C)C